(E)-5-(tert-butoxy)-2-penten-1-ol C(C)(C)(C)OCC/C=C/CO